N-(5-((6-((R)-3-(3,5-difluorophenyl)isoxazolidine-2-yl)pyrimidine-4-yl)amino)-2-(4-((R)-2,4-dimethylpiperazine-1-yl)piperidine-1-yl)-4-methoxyphenyl)acrylamide FC=1C=C(C=C(C1)F)[C@@H]1N(OCC1)C1=CC(=NC=N1)NC=1C(=CC(=C(C1)NC(C=C)=O)N1CCC(CC1)N1[C@@H](CN(CC1)C)C)OC